ClC=1C=CC=C2CCN(CC12)[C@@H]1CCC2=C(NC(=N2)C2=C(C=CC=C2)Cl)C1 (R)-8-chloro-2-(2-(2-chlorophenyl)-4,5,6,7-tetrahydro-1H-benzo[d]imidazol-6-yl)-1,2,3,4-tetrahydroisoquinoline